[4-(methylthio)phenyl]phenyl-methane CSC1=CC=C(C=C1)CC1=CC=CC=C1